C(C)(C)(C)C1=C(C=CC=C1)NC(C1=CC(=CC=C1)S(=O)(=O)N1C(CC2=CC=CC=C12)C)=O N-(2-(tert-butyl)phenyl)-3-((2-methylindolin-1-yl)sulfonyl)benzamide